ClC=1C=2C(C(=NN1)Cl)=CN(C(C2)=O)C2(CC2)C 1,4-dichloro-6-(1-methylcyclopropyl)pyrido[3,4-d]pyridazin-7(6H)-one